6-(4-Amino-2,6-dimethylphenoxy)-3,4-dihydroisoquinolin-1(2H)-one-14C NC1=CC(=C(OC=2C=C3CCN[14C](C3=CC2)=O)C(=C1)C)C